5-[3-(2-tert-Butylphenylamino)-2-hydroxypropyl]-1,3-oxazol-2(3H)-one C(C)(C)(C)C1=C(C=CC=C1)NCC(CC1=CNC(O1)=O)O